P(=O)(OCC(F)(F)F)(OCC(F)(F)F)[O-].[Co+2].FC(COP(=O)(OCC(F)(F)F)[O-])(F)F cobalt (II) bis(2,2,2-trifluoroethyl) phosphate